(R)-(4-(4-(difluoromethyl)pyrazolo[1,5-a]pyridin-2-yl)-1,4,6,7-tetrahydro-5H-imidazo[4,5-c]pyridin-5-yl)(2-(pyrazin-2-yl)oxazol-5-yl)methanone FC(C=1C=2N(C=CC1)N=C(C2)[C@@H]2N(CCC1=C2N=CN1)C(=O)C1=CN=C(O1)C1=NC=CN=C1)F